triallyl-trimellitate C(C=C)C=1C(=C(C(=C(C1C(=O)[O-])C(=O)[O-])CC=C)C(=O)[O-])CC=C